O=C1N(N=C2COCCN21)C2=CC(=C(C(=O)N)C=C2)OC(CN2CCCC2)C 4-(3-oxo-5,6-dihydro-3H-[1,2,4]triazolo[3,4-c][1,4]-oxazin-2(8H)-yl)-2-{[1-(pyrrolidin-1-yl)propan-2-yl]oxy}benzamide